N1N=NN=C1C1=CC=C(C=C1)C=1C=C2C(=NC1)NC=C2C(=O)C=2C(=C(C(=CC2)F)NS(=O)(=O)CCC)F N-(3-(5-(4-(1H-tetrazol-5-yl)phenyl)-1H-pyrrolo[2,3-b]pyridine-3-carbonyl)-2,6-difluorophenyl)propane-1-sulfonamide